C1(=CC=CC=C1)C1=C(N=C2N1CCOC1=C2C=NC=C1)C1=CC=C(CN2CCN(CC2)C2=NC(=NC=C2)C#N)C=C1 4-(4-(4-(3-Phenyl-5,6-dihydroimidazo[1,2-d]pyrido[3,4-f][1,4]oxazepin-2-yl)benzyl)piperazin-1-yl)pyrimidine-2-carbonitrile